6-chloro-3-(((R)-1-(2-((1R,5S,6S)-6-(6-methoxypyridin-3-yl)-3-azabicyclo[3.1.0]hexan-3-yl)-3,6-dimethyl-4-oxo-3,4-dihydroquinazolin-8-yl)ethyl)amino)-N-(methylsulfonyl)picolinamide ClC1=CC=C(C(=N1)C(=O)NS(=O)(=O)C)N[C@H](C)C=1C=C(C=C2C(N(C(=NC12)N1C[C@@H]2C([C@@H]2C1)C=1C=NC(=CC1)OC)C)=O)C